calcium-stannum [Sn].[Ca]